2-[2-(2-methoxypropoxy)propoxy]-1-propanol tert-butyl-2-(chloromethyl)-1H-pyrrolo[2,3-c]pyridine-1-carboxylate C(C)(C)(C)C1=C(N(C2=CN=CC=C21)C(=O)OCC(C)OCC(C)OCC(C)OC)CCl